tert-butyl 3-(6-pyrazolo[1,5-a]pyridin-3-yl-2-pyridyl)pyrrolidine-1-carboxylate N1=CC(=C2N1C=CC=C2)C2=CC=CC(=N2)C2CN(CC2)C(=O)OC(C)(C)C